5-[2-(2-bromophenylamino)-1-hydroxyethyl]-1,3,4-oxadiazol-2(3H)-one BrC1=C(C=CC=C1)NCC(O)C1=NNC(O1)=O